ClC=1C=CC(=NC1)S(=O)(=O)C1=CC=C(C=C1)NC(=O)NCC1=CN=CO1 1-[4-(5-Chloro-pyridine-2-sulfonyl)-phenyl]-3-oxazol-5-ylmethyl-urea